C(C)(C)(C)OC(=O)N1CC(C1)(C#N)N1C(C2=C3C(C(=CC=C13)Br)=CC=C2)=O 3-(6-bromo-2-oxo-benzo[cd]indol-1(2H)-yl)-3-cyanoazetidine-1-carboxylic acid tert-butyl ester